BrC1=CC(=C(S1)C)C(=O)OC methyl 5-bromo-2-methylthiophene-3-carboxylate